C(C)[C@@H]1N(C[C@H](N(C1)C(C)C1=C(C=C(C=C1)C(F)(F)F)F)CC)C=1C=2C(N(C(C1)=O)C)=CN(N2)CC#N 2-(7-((2S,5R)-2,5-diethyl-4-(1-(2-fluoro-4-(trifluoromethyl)phenyl)ethyl)piperazin-1-yl)-4-methyl-5-oxo-4,5-dihydro-2H-pyrazolo[4,3-b]pyridin-2-yl)acetonitrile